tert-butyl 2-(4-(2-((phenylmethyl)sulfonamido)-4-(4-(4-((6-(trifluoromethyl)pyridin-3-yl)oxy)-phenyl)piperidine-1-carbonyl)phenyl)piperazin-1-yl)acetate C1(=CC=CC=C1)CS(=O)(=O)NC1=C(C=CC(=C1)C(=O)N1CCC(CC1)C1=CC=C(C=C1)OC=1C=NC(=CC1)C(F)(F)F)N1CCN(CC1)CC(=O)OC(C)(C)C